tert-butyl N-[2-[[4-[3-(2,6-dimethyl-4-pyridyl)phenyl]thiazol-2-yl]amino]-2-oxo-ethyl]carbamate CC1=NC(=CC(=C1)C=1C=C(C=CC1)C=1N=C(SC1)NC(CNC(OC(C)(C)C)=O)=O)C